NC(C)(C)C=1N=C(C2=C(N1)SC(=C2)C)NCCCC2=CC=CC=C2 2-(2-aminopropan-2-yl)-6-methyl-N-(3-phenylpropyl)thieno[2,3-d]pyrimidin-4-amine